3-bromo-2,3-dihydro-1H-inden-1-one BrC1CC(C2=CC=CC=C12)=O